1-[9-ethyl-6-(2-methylbenzoyl)-9H-carbazole-3-yl]ethanone 1-(O-acetyl oxime) C(C)(=O)ON=C(C)C=1C=CC=2N(C3=CC=C(C=C3C2C1)C(C1=C(C=CC=C1)C)=O)CC